[1,8]Naphthyridine-7(8H)-one N1=CC=CC=2C=CC(NC12)=O